(1R,3aR,6aS)-N-((R)-1-cyano-2-((S)-2-oxopiperidin-3-yl)ethyl)-2-(4-(difluoromethyl)-6-fluoro-1H-indole-2-carbonyl)-5,5-difluorooctahydrocyclopenta[c]pyrrole-1-carboxamide C(#N)[C@@H](C[C@H]1C(NCCC1)=O)NC(=O)[C@@H]1N(C[C@H]2[C@@H]1CC(C2)(F)F)C(=O)C=2NC1=CC(=CC(=C1C2)C(F)F)F